tert-butyl (tert-butoxycarbonyl)(9-((2-(3,4-difluorophenyl)-5-(3-((methoxycarbonyl)amino)-3-(6-methylpyridin-2-yl)piperidin-1-yl)pyridin-4-yl)methyl)-9H-purin-6-yl)carbamate C(C)(C)(C)OC(=O)N(C(OC(C)(C)C)=O)C1=C2N=CN(C2=NC=N1)CC1=CC(=NC=C1N1CC(CCC1)(C1=NC(=CC=C1)C)NC(=O)OC)C1=CC(=C(C=C1)F)F